4-{1-[1-(3-bromophenyl)but-3-en-1-yl]-1H-pyrazol-4-yl}-7H-pyrrolo[2,3-d]pyrimidine trifluoroacetate FC(C(=O)O)(F)F.BrC=1C=C(C=CC1)C(CC=C)N1N=CC(=C1)C=1C2=C(N=CN1)NC=C2